C1(=CC=C(C=C1)NC1=CC=CC2=C1SC1=C2C=CC=C1)C1=CC=CC=C1 N-([1,1'-biphenyl]-4-yl)dibenzo[b,d]thiophen-4-amine